tert-butyl 2-((4-(tert-butoxycarbonyl)piperazin-1-yl)methyl)-6-((1-hydroxycyclopropyl)methoxy)-9,9-dimethylacridine-10(9H)-carboxylate C(C)(C)(C)OC(=O)N1CCN(CC1)CC1=CC=2C(C3=CC=C(C=C3N(C2C=C1)C(=O)OC(C)(C)C)OCC1(CC1)O)(C)C